FC(C)(F)C=1C=C(C=CC1)NC(=O)C=1N=C(OC1C)C1=CC=C2C=CNC2=C1 N-[3-(1,1-difluoroethyl)phenyl]-2-(1H-indol-6-yl)-5-methyl-oxazole-4-carboxamide